CCC(C)CCCCCCCCCCCCCCCCCCCCCCCO The molecule is a very long-chain primary fatty alcohol that is hexacosan-1-ol substituted by a methyl group at psotion 24. It derives from a hexacosan-1-ol.